FC1=C(C=C(C=C1)NC(NC1=NC(=CC(=N1)NCCN(C(OC(C)(C)C)=O)C)C)=O)C(F)(F)F tert-Butyl (2-((2-(3-(4-fluoro-3-(trifluoromethyl)phenyl)ureido)-6-methylpyrimidin-4-yl)amino)ethyl)(methyl)carbamate